2-(4'-diethylamino-2'-methylbenzylidene)-1-indanone C(C)N(C1=CC(=C(C=C2C(C3=CC=CC=C3C2)=O)C=C1)C)CC